CC1(NC=CC=2C=CC(=NC12)N)N 8-methyl-1,7-naphthyridine-2,8-diamine